C1(=CC=CC=C1)C#CC1=C(C=C(C2=CC=CC=C12)C1=CC=CC=C1)O 1,4-diphenylethynyl-2-naphthol